C(C)OC(=O)C=1N=C(SC1)Br 2-bromo-1,3-thiazole-4-carboxylic acid ethyl ester